1-(2-((4-chlorooxazolo[5,4-c]pyridin-2-yl)methyl)-6-cyclopropylimidazo-[1,2-a]pyridin-8-yl)-3-methylimidazolidine-2,4-dione ClC1=NC=CC2=C1OC(=N2)CC=2N=C1N(C=C(C=C1N1C(N(C(C1)=O)C)=O)C1CC1)C2